ClC1=CC(=C(NC(=O)CCCCC(=O)O)C=C1)O 5-(4-chloro-2-hydroxyanilinocarbonyl)valeric acid